3,5,7-trihydroxy-2-(3,4,5-trihydroxyphenyl)-4H-1-benzofuran-4-one OC=1C(OC=2C1C(C(=CC2O)O)=O)C2=CC(=C(C(=C2)O)O)O